tert-butyl N-[2-[2-[2-[(3-fluoro-5-nitro-phenyl)sulfonylamino]ethoxy] ethoxy]ethyl]-N-methyl-carbamate FC=1C=C(C=C(C1)[N+](=O)[O-])S(=O)(=O)NCCOCCOCCN(C(OC(C)(C)C)=O)C